oxo-2'-O-methyluridine O=C([C@@H]1[C@H]([C@H]([C@@H](O1)N1C(=O)NC(=O)C=C1)OC)O)O